O=C(CCCC)NCCOCCOCCNC(CCCCCCCCCCC(=O)[O-])=O 5,16-dioxo-9,12-dioxa-6,15-diazaheptacosan-27-oate